9-(2,6-difluorophenyl)-3-pyridazin-3-yl-16-thia-2,4,5,8-tetraazatetracyclo[8.6.0.02,6.011,15]Hexadeca-1(10),3,5,8,11(15)-pentaene-13-carbaldehyde FC1=C(C(=CC=C1)F)C1=NCC2=NN=C(N2C=2SC=3CC(CC3C12)C=O)C=1N=NC=CC1